C1(=CC=CC=C1)NC1=CC=C(C=C1)C1=CC=C(C=C1)NC1=CC=CC=C1 N,N'-diphenyl-4,4'-biphenyldiamine